4-[(4-cyclohexylphenyl)amino]-2-{methyl[(oxolan-2-yl)methyl]amino}-6-(propan-2-yl)-5,6-dihydro-7H-pyrrolo[3,4-d]pyrimidin-7-one C1(CCCCC1)C1=CC=C(C=C1)NC=1C2=C(N=C(N1)N(CC1OCCC1)C)C(N(C2)C(C)C)=O